(R)-(4-(pyrazolo[1,5-a]pyridin-2-yl)-6,7-dihydro-1H-imidazo[4,5-c]pyridin-5(4H)-yl)(5-(pyridin-3-yl)-1,3,4-oxadiazol-2-yl)methanone N1=C(C=C2N1C=CC=C2)[C@@H]2N(CCC1=C2N=CN1)C(=O)C=1OC(=NN1)C=1C=NC=CC1